C(C\C=C/CC)CC(=O)O.C(C)(=O)OCC\C=C/CC cis-3-hexenyl acetate (Z)-hex-3-en-1-yl-acetate